N1,N1-diethyl-N4-(2-(piperidin-1-yl)phenyl)benzene-1,4-disulfonamide C(C)N(S(=O)(=O)C1=CC=C(C=C1)S(=O)(=O)NC1=C(C=CC=C1)N1CCCCC1)CC